C1(CC1)CN1C(=CC=2C1=NC(=CC2)C=2C=C1C=CN(C1=CC2)C)C2=NC1=C(N2C)C(=CC(=C1)C(=O)N1[C@@H]2CC[C@H](C1)[C@H]2N)OC (1R,4R,7R)-2-{2-[1-(cyclopropylmethyl)-6-(1-methyl-1H-indol-5-yl)-1H-pyrrolo[2,3-b]pyridin-2-yl]-7-methoxy-1-methyl-1H-1,3-benzodiazole-5-carbonyl}-2-azabicyclo[2.2.1]heptan-7-amine